C=C(C(=O)O)CC(=O)O 2-methylenebutanedioic acid